2,3-dimethyl-4,14,20-trioxo-7,10-dioxa-3,13,16,19-tetraazadocosane CC(C)N(C(CCOCCOCCNC(CNCCNC(CC)=O)=O)=O)C